3-(trimethoxysilyl)propylcarbamate CO[Si](CCCNC([O-])=O)(OC)OC